8-chloro-4-(((R)-2-hydroxy-1-phenylethyl)amino)-6-(((S)-(2-methylpyridin-3-yl)(1H-1,2,3-triazol-4-yl)methyl)amino)quinoline-3-carbonitrile ClC=1C=C(C=C2C(=C(C=NC12)C#N)N[C@@H](CO)C1=CC=CC=C1)N[C@H](C=1N=NNC1)C=1C(=NC=CC1)C